FC1=C(C=CC=C1N(CCC)C1=CC=CC=C1)NC(=O)C1=CC(=NN1)C(F)(F)F N-(2-fluoro-3-(phenyl(propyl)amino)phenyl)-3-(trifluoromethyl)-1H-pyrazole-5-carboxamide